2,2'-Azobis[2-(5-methyl-imidazolin-2-yl)propane] hydrochloride Cl.N(=NC(C)(C)C=1NC(CN1)C)C(C)(C)C=1NC(CN1)C